4-methylbenzyl-(methyl)carbamic acid tert-butyl ester C(C)(C)(C)OC(N(C)CC1=CC=C(C=C1)C)=O